C1(=CC=CC=C1)C1=CC(=NC(=C1)C1=CC=C(C=C1)C1=CC(=C(C=C1)C(=O)O)C(=O)O)C1=CC=C(C=C1)C1=CC(=C(C=C1)C(=O)O)C(=O)O 4-phenyl-2,6-bis[4-(3,4-dicarboxyphenyl)phenyl]pyridine